N-(1-(2,2-dimethylcyclopropyl)-2-oxo-1,2-dihydropyridin-3-yl)-7-isopropoxy-2-(1-methyl-2-oxabicyclo[2.1.1]hexan-4-yl)imidazo[1,2-a]pyrimidine-6-carboxamide CC1(C(C1)N1C(C(=CC=C1)NC(=O)C=1C(=NC=2N(C1)C=C(N2)C21COC(C2)(C1)C)OC(C)C)=O)C